FC1=C(C=C(OC(C(=O)O)(C)C)C=C1C=1SC(=CN1)C)C(=O)OC (4-fluoro-3-(methoxycarbonyl)-5-(5-methylthiazol-2-yl)phenoxy)-2-methylpropionic acid